Cl.Cl.C(C)[C@H]1OC2=CC=3C(=CC=NC3C=C2CNC1)C (R)-2-ethyl-10-methyl-2,3,4,5-tetrahydro-[1,4]oxazepino[7,6-g]quinoline dihydrochloride